N-(1-(3'-fluoro-2'-methyl-[2,4'-bipyridin]-5-yl)cyclopropyl)-1-methyl-3-(trifluoromethyl)-1H-pyrazole-5-carboxamide FC=1C(=NC=CC1C1=NC=C(C=C1)C1(CC1)NC(=O)C1=CC(=NN1C)C(F)(F)F)C